C1(CCCCC1)NS(=O)(=O)C1=CC=C(C=C1)NC([C@H](CC1=CC=CC=C1)NC(C1=CC=C(C=C1)F)=O)=O (S)-N-(1-(4-(N-cyclohexylsulfamoyl)phenylamino)-1-oxo-3-phenylpropan-2-yl)-4-fluorobenzamide